5-((3-(trans-3-(4-(5-chloropyridin-2-yl)-1H-pyrazol-1-yl)cyclobutyl)propyl)amino)-2-(2,6-dioxopiperidin-3-yl)isoindoline-1,3-dione ClC=1C=CC(=NC1)C=1C=NN(C1)[C@@H]1C[C@H](C1)CCCNC=1C=C2C(N(C(C2=CC1)=O)C1C(NC(CC1)=O)=O)=O